C(C)(C)(C)OC(NC=1C=CC=2N(C1)N=C(C2C#N)C2=CC=CC=C2)=O (3-cyano-2-phenylpyrazolo[1,5-a]pyridin-6-yl)carbamic acid tert-butyl ester